rac-(R)-N-(2,6-dioxopiperidin-3-yl)-4-(piperazin-1-yl)picolinamide O=C1NC(CC[C@H]1NC(C1=NC=CC(=C1)N1CCNCC1)=O)=O |r|